O(C1=CC=C(N)C=C1)C1=CC=C(N)C=C1 4,4'-Oxydianiline